N-((1r,4r)-4-(5-(6-(3-cyanopyrrolo[1,2-b]pyridazin-7-yl)-4-((tetrahydro-2H-pyran-4-yl)amino)pyridin-3-yl)-1,3,4-thiadiazol-2-yl)cyclohexyl)acetamide C(#N)C1=CC=2N(N=C1)C(=CC2)C2=CC(=C(C=N2)C2=NN=C(S2)C2CCC(CC2)NC(C)=O)NC2CCOCC2